N-(3-(5-cyclopropylpyrazin-2-yl)-5-fluorophenyl)-N-methyl-8-(trifluoromethyl)-[1,2,4]triazolo[4,3-a]quinazolin-5-amine C1(CC1)C=1N=CC(=NC1)C=1C=C(C=C(C1)F)N(C1=NC=2N(C3=CC(=CC=C13)C(F)(F)F)C=NN2)C